bisMoxainate [BiH]1OC(=CC=C1)C(=O)[O-]